tert-butyl 3-(4-(2-(4-(2,6-bis(benzyloxy)pyridin-3-yl)phenoxy)ethoxy)pyridin-3-yl)azetidine-1-carboxylate C(C1=CC=CC=C1)OC1=NC(=CC=C1C1=CC=C(OCCOC2=C(C=NC=C2)C2CN(C2)C(=O)OC(C)(C)C)C=C1)OCC1=CC=CC=C1